FC1=C(C=CC=C1)C1=CN=C(N1)[C@H](CCCCCC(CC)=O)NC(=O)[C@H]1CC12CCN(CC2)C (S)-N-((S)-1-(5-(2-fluorophenyl)-1H-imidazol-2-yl)-7-oxononyl)-6-methyl-6-azaspiro[2.5]octane-1-carboxamide